1,5-diazacyclooctane-1-carboxylic acid tert-butyl ester C(C)(C)(C)OC(=O)N1CCCNCCC1